C(C=1C=C(C=O)C=CC1)C=1C=C(C=O)C=CC1 3,3'-methylenebisbenzaldehyde